N-hexadecyldi(2-ethylhexyl)ammonium phosphate P(=O)([O-])([O-])[O-].C(CCCCCCCCCCCCCCC)[NH+](CC(CCCC)CC)CC(CCCC)CC.C(CCCCCCCCCCCCCCC)[NH+](CC(CCCC)CC)CC(CCCC)CC.C(CCCCCCCCCCCCCCC)[NH+](CC(CCCC)CC)CC(CCCC)CC